N-(8-(methylamino)-5-(5-(1-(oxetan-3-yl)piperidin-4-yl)benzo[d]oxazol-2-yl)-2,7-naphthyridin-3-yl)cyclopropanecarboxamide CNC=1N=CC(=C2C=C(N=CC12)NC(=O)C1CC1)C=1OC2=C(N1)C=C(C=C2)C2CCN(CC2)C2COC2